t-N-methyl-glucamine CNC[C@H](O)[C@@H](O)[C@H](O)[C@H](O)CO